O1C(CC1)CN OXETAN-2-YL-METHANAMINE